FC(C(=O)O)(F)F.FC(C(=O)O)(F)F.CN1CCC(CC1)N1N=CC(=C1)C=1C=CC=2N(C1)N=CC2C#N 6-(1-(1-methylpiperidin-4-yl)-1H-pyrazol-4-yl)pyrazolo[1,5-a]pyridine-3-carbonitrile bis(2,2,2-trifluoroacetate)